5-fluoro-4-(methylsulfonyl)-2-nitrobenzoic acid FC=1C(=CC(=C(C(=O)O)C1)[N+](=O)[O-])S(=O)(=O)C